(R)-N-(3-(4-chloro-3-fluorophenyl)pyrrolidin-3-yl)-4-(trifluoromethoxy)benzenesulfonamide tert-Butyl-(S)-3-methyl-4-(3-(trifluoromethyl)phenyl)piperazine-1-carboxylate C(C)(C)(C)OC(=O)N1C[C@@H](N(CC1)C1=CC(=CC=C1)C(F)(F)F)C.ClC1=C(C=C(C=C1)[C@]1(CNCC1)NS(=O)(=O)C1=CC=C(C=C1)OC(F)(F)F)F